C[C@@]1(CN(CCC1)C=1C2=C(N=C(N1)OCC13CCCN3CCC1)CNCC2)O (R)-3-methyl-1-(2-((tetrahydro-1H-pyrrolizin-7a(5H)-yl)methoxy)-5,6,7,8-tetrahydropyrido[3,4-d]pyrimidin-4-yl)piperidin-3-ol